C(#N)C1=CC=C(C=C1)C=1N=C2C(=NC1)N=C(S2)NC(=O)C=2C=NC(=CC2C2=CC(=NC=C2OC)C2CC2)C N-(6-(4-cyanophenyl)thiazolo[4,5-b]pyrazin-2-yl)-2'-cyclopropyl-5'-methoxy-6-methyl-[4,4'-bipyridine]-3-carboxamide